C(C1=CC=CC=C1)(=O)C1=NC2=CC=C(C=C2C(N1)=O)NC(CCl)=O 2-benzoyl-6-(2-chloroacetamido)-4(3H)-quinazolinone